4-butyl-3-(4-fluorophenyl)-5-methyl-1-(m-tolyl)-4,5-dihydro-1H-pyrazole-5-carboxylic acid methyl ester COC(=O)C1(C(C(=NN1C=1C=C(C=CC1)C)C1=CC=C(C=C1)F)CCCC)C